NC1=C(C(=C(C#N)C=C1)C(F)(F)F)F 4-amino-3-fluoro-2-(trifluoromethyl)benzonitrile